2-(5-methylpyridazine-4-carbonyl)hydrazine-1-carboximidamide CC=1C(=CN=NC1)C(=O)NNC(N)=N